COC(=O)C1CC=2N(CC1)C(=CN2)Br 3-bromo-5,6,7,8-tetrahydroimidazo[1,2-a]pyridine-7-carboxylic acid methyl ester